ClC=1C=C2CC(CC2=CC1Cl)C(C(=O)N[C@@H]([C@H](O)C1=CC2=C(OCCO2)C=C1)CN1CCCC1)(F)F 2-(5,6-dichloro-2,3-dihydro-1H-inden-2-yl)-N-((1r,2r)-1-(2,3-dihydrobenzo[b][1,4]dioxin-6-yl)-1-hydroxy-3-(pyrrolidin-1-yl)propan-2-yl)-2,2-difluoroacetamide